FC1=C(C=CC(=C1)F)CN1N=C(N=C1)C(=O)O 1-[(2,4-difluorophenyl)methyl]-1,2,4-triazole-3-carboxylic acid